FC1=CC=C(C=C1)N=S(=O)(C1=C(N=C2N1C=C(C=C2)C2=NOC(=N2)C(F)(F)F)C)C ((4-fluorophenyl)imino)(methyl)(2-methyl-6-(5-(trifluoromethyl)-1,2,4-oxadiazol-3-yl)imidazo[1,2-a]pyridin-3-yl)-λ6-sulfanone